C(=O)(OC(C)(C)C)N1C(=CC2=CC=C(C=C12)C)B(O)O 1-BOC-6-METHYLINDOLE-2-BORONIC ACID